NC([C@H](C[C@H]1C(NCC1)=O)NC(=O)C1N(CC(C1)OCC)C(=O)C=1NC2=CC=CC(=C2C1)OC)=O N-[(1S)-2-amino-2-oxo-1-[[(3S)-2-oxopyrrolidin-3-yl]methyl]ethyl]-4-ethoxy-1-(4-methoxy-1H-indole-2-carbonyl)pyrrolidine-2-carboxamide